N1(N=CC=C1)CCC=1N(C=2C(=C3CC[C@@H](N(C3=CC2)C(=O)OC)C)N1)C methyl (S)-2-(2-(1H-pyrazol-1-yl)ethyl)-3,7-dimethyl-3,7,8,9-tetrahydro-6H-imidazo[4,5-f]quinoline-6-carboxylate